FC1=C(N=CC2=C1N=C(N=C2N2C[C@@H](N(CC2)C(C(=C)F)=O)CC#N)OCC21CCCN1CCC2)C2=CN=CC=1CCCCC21 (S)-2-(4-(8-fluoro-2-((tetrahydro-1H-pyrrolizin-7a(5H)-yl)methoxy)-7-(5,6,7,8-tetrahydroisoquinolin-4-yl)pyridino[4,3-d]pyrimidin-4-yl)-1-(2-fluoroacryloyl)piperazin-2-yl)acetonitrile